FC1=C2CCCC2=C(C=C1)[N+](=O)[O-] 4-fluoro-7-nitro-2,3-dihydro-1H-indene